diheptyloxy-octadecenylmethoxy-methyl ether C(CCCCCC)OC(OC(C=CCCCCCCCCCCCCCCCC)OC(C=CCCCCCCCCCCCCCCCC)OC(OCCCCCCC)OCCCCCCC)OCCCCCCC